rac-N-((1R,3S)-3-methoxy-cyclopentyl)-5-methyl-2-(1-methyl-1H-imidazol-2-yl)-6-(pyridin-3-yl)pyrrolo[2,1-f][1,2,4]triazin-4-amine CO[C@@H]1C[C@@H](CC1)NC1=NC(=NN2C1=C(C(=C2)C=2C=NC=CC2)C)C=2N(C=CN2)C |r|